CN1CCN(CC1)CCCCN(CCC(=O)OCC(CCCCCCCCCC)CCCCCCCC)CCC(=O)OCC(CCCCCCCCCC)CCCCCCCC 2-octyldodecyl 3-[4-(4-methylpiperazin-1-yl)butyl-[3-(2-octyldodecoxy)-3-oxopropyl]amino]propanoate